tert-Butyl (E)-3-(3-(dimethylamino)but-2-enoyl)piperidine-1-carboxylate CN(/C(=C/C(=O)C1CN(CCC1)C(=O)OC(C)(C)C)/C)C